C(C)OC(=O)C=1CC2OC2CC1 7-oxabicyclo[4.1.0]hept-3-ene-3-carboxylic acid ethyl ester